1-(2-((1S,3aS,3bR,5aS,8R,10aS,10bS,12aS)-8-hydroxy-8,10a,12a-trimethyloctadecahydrocyclohepta[a]cyclopenta[f]naphthalen-1-yl)-2-oxoethyl)-1H-pyrazole-4-carbonitrile O[C@@]1(CC[C@H]2[C@@]([C@H]3CC[C@]4([C@H]([C@@H]3CC2)CC[C@@H]4C(CN4N=CC(=C4)C#N)=O)C)(CC1)C)C